CN1N=CC=C1B(O)O (1-methyl-1H-pyrazol-5-yl)boranediol